CC(C)(C)S(=O)\N=C(/C(F)(F)F)\C1=CC=C(C=C1)F (Z)-2-methyl-N-(2,2,2-trifluoro-1-(4-fluorophenyl)ethylidene)propane-2-sulfinamide